[Br-].C(C)O[Si](CCCOC1=C(C=C(C=C1)O)[P+](C(C)(C)C)(C(C)(C)C)C(C)(C)C)(C)C (2-[3-(ethoxydimethylsilyl)propoxy]-5-hydroxyphenyl)tri(tert-butyl)phosphonium bromide